1-(11Z,14Z-eicosadienoyl)-2-(9Z-heptadecenoyl)-glycero-3-phosphoserine CCCCCCC/C=C\CCCCCCCC(=O)O[C@H](COC(=O)CCCCCCCCC/C=C\C/C=C\CCCCC)COP(=O)(O)OC[C@@H](C(=O)O)N